N-[(6-Amino-2-pyridyl)sulfonyl]-2-[(2S,5R)-2,5-dimethylpyrrolidin-1-yl]-6-(3-fluoro-5-isopropoxyphenyl)pyridin-3-carboxamid NC1=CC=CC(=N1)S(=O)(=O)NC(=O)C=1C(=NC(=CC1)C1=CC(=CC(=C1)OC(C)C)F)N1[C@H](CC[C@H]1C)C